1-(4-(2-(4-fluorophenyl)-4,5,6,7-tetrahydropyrazolo[1,5-a]pyrazin-3-yl)pyridin-2-yl)propan-2-one Tert-butyl-(3-(2,6-dioxopiperidin-3-yl)-1-methyl-1H-indazol-7-yl)carbamate C(C)(C)(C)N(C(O)=O)C=1C=CC=C2C(=NN(C12)C)C1C(NC(CC1)=O)=O.FC1=CC=C(C=C1)C1=NN2C(CNCC2)=C1C1=CC(=NC=C1)CC(C)=O